C(C1=CC=CC=C1)OC1=CC=C(C(=C1C=O)F)B1OC(C(O1)(C)C)(C)C 6-(benzyloxy)-2-fluoro-3-(4,4,5,5-tetramethyl-1,3,2-dioxaborolan-2-yl)benzaldehyde